2-Fluoro-N-(7-fluoro-1-methyl-3-((4-(trifluoromethyl)phenyl)ethynyl)-1H-indol-5-yl)acrylamide FC(C(=O)NC=1C=C2C(=CN(C2=C(C1)F)C)C#CC1=CC=C(C=C1)C(F)(F)F)=C